5-amino-2'-(isopropylamino)-6-(5-methyl-1H-indazol-4-yl)-[2,3'-bipyridine]-4-carboxamide NC=1C(=CC(=NC1C1=C2C=NNC2=CC=C1C)C=1C(=NC=CC1)NC(C)C)C(=O)N